OC1=C(C=C(C=C1Br)S(=O)(=O)C1=CC(=C(C(=C1)Br)O)Br)Br bis(4'-hydroxy-3',5'-dibromophenyl)sulfone